N-nitroso-N'-cyclopentylpiperazine N(=O)N1CCN(CC1)C1CCCC1